1-methyl-3-propyl-2,3-dihydro-1H-pyrrole CN1CC(C=C1)CCC